C(C)(C)(C)OC(NCC1=NNC(C2=C(C=C(C=C12)Cl)O)=O)=O (7-Chloro-5-hydroxy-4-oxo-3,4-dihydro-phthalazin-1-yl)methyl-carbamic acid tert-butyl ester